4,5-dihydroxyl-2-bromo-4'-tertiary butyl-benzophenone OC1=CC(=C(C(=O)C2=CC=C(C=C2)C(C)(C)C)C=C1O)Br